FC1=CC(=NC=C1)N1CC2(CC1)CN(CC2)C2=CC=CC=C2 2-(4-fluoropyridin-2-yl)-7-phenyl-2,7-diazaspiro[4.4]nonane